CC(C)(CCC[C@@H](C)[C@H]1CC[C@H]2[C@@H]3CC=C4CC(CC[C@]4(C)[C@H]3CC[C@]12C)O)O Cholest-5-ene-3,25-diol